CC1=C(C=C(C(N1C1=CC=CC=C1)=O)C(=O)N)N1CCOCC1 6-methyl-5-morpholin-4-yl-2-oxo-1-phenyl-1,2-dihydropyridine-3-carboxamide